N1=CC=CC2=CC=CC(=C12)NC(=O)C=1OC=CC1 N-(8-quinolinyl)furan-2-carboxamide